N-(5-(5-(2-cyanoethoxy)benzo[d]oxazol-2-yl)-8-(methylamino)-2,7-naphthyridin-3-yl)cyclopropanecarboxamide C(#N)CCOC=1C=CC2=C(N=C(O2)C2=C3C=C(N=CC3=C(N=C2)NC)NC(=O)C2CC2)C1